6-(6-(1H-1,2,4-triazol-3-yl)pyridin-3-yl)-4-isopropyl-3,4-dihydropyrazino[2,3-b]pyrazin N1N=C(N=C1)C1=CC=C(C=N1)C=1N=C2C(=NC1)N=CCN2C(C)C